C(C)(=O)C1=C(C=C(C=C1OCC)C(CO)N(C(=O)NC1(CC(C1)(F)F)C(=O)O)CCCCC1=CC=CC=C1)OCC 1-({[1-(4-Acetyl-3,5-diethoxyphenyl)-2-hydroxyethyl](4-phenylbutyl)carbamoyl}amino)-3,3-difluorocyclobutane-1-carboxylic acid